18-methyleicosanoic acid CC(CCCCCCCCCCCCCCCCC(=O)O)CC